Cl.NC=1C(=NC(=NC1C1=C(C=CC(=C1)O)C)C1=CC=CC=C1)C(=O)N 5-amino-6-(5-hydroxy-2-methylphenyl)-2-phenylpyrimidine-4-carboxamide hydrochloride